CC1(CC(C(CC1)=O)(C1=CC=CC=C1)[N+](=O)[O-])C 4,4-dimethyl-2-nitro-2-phenylcyclohexan-1-one